C(C)O[C@@H]1C[C@H](C1)NC1=NN2C(C=N1)=C(C=C2)C=2C=CC=1N(N2)C=CN1 N-(trans-3-ethoxycyclobutyl)-5-(imidazo[1,2-b]pyridazin-6-yl)pyrrolo[2,1-f][1,2,4]triazin-2-amine